N1C=CC=2C1=NC=C(C2)SC2=C(C(=O)O)C=CC(=C2)N2CCN(CC2)CC2=C(CC(CC2)(C)C)C2=CC=C(C=C2)Cl 2-((1H-pyrrolo[2,3-b]pyridin-5-yl)thio)-4-(4-((4'-chloro-5,5-dimethyl-3,4,5,6-tetrahydro-[1,1'-biphenyl]-2-yl)methyl)piperazin-1-yl)benzoic acid